F[C@@H]1C[C@H](C1)N Trans-3-fluoro-cyclobutylamine